2-(methylsulfonyl)benzo[d]thiazole-6-carboxylic acid CS(=O)(=O)C=1SC2=C(N1)C=CC(=C2)C(=O)O